N-((R)-chroman-3-yl)-3-iodo-6-(trifluoromethyl)-5,6,7,8-tetrahydroimidazo[1,2-a]pyridine-2-carboxamide O1C[C@@H](CC2=CC=CC=C12)NC(=O)C=1N=C2N(CC(CC2)C(F)(F)F)C1I